O[C@H]1[C@@H](CN(CC1)C1=CC2=C(C=N1)N=C(N2)C2=CC(=CN2)C(=O)C2=C(C=CC=C2)C(F)(F)F)C (5-(6-((3R,4R)-4-hydroxy-3-methylpiperidin-1-yl)-1H-imidazo[4,5-c]pyridin-2-yl)-1H-pyrrol-3-yl)(2-(trifluoromethyl)phenyl)methanone